5-[2-cyclopropyl-5-(4-fluorophenyl)-1H-imidazol-4-yl]-3-isobutyl-3H-imidazo[4,5-b]pyridin-2-ylamine C1(CC1)C=1NC(=C(N1)C1=CC=C2C(=N1)N(C(=N2)N)CC(C)C)C2=CC=C(C=C2)F